BrC1=CC=C(C(=C1)NCCOC)N 5-bromo-N1-(2-methoxyethyl)benzene-1,2-diamine